ClC=1C=C(C(=O)NC2=NN(C(=C2)C2=NC3=C(N2)C=CC(=C3)C(F)(F)F)CC3=CC=C(C=C3)OC)C=CC1OCCO 3-chloro-4-(2-hydroxyethoxy)-N-[1-[(4-methoxyphenyl)methyl]-5-[5-(trifluoromethyl)-1H-benzimidazol-2-yl]pyrazol-3-yl]benzamide